6-(azetidin-3-ylmethyl)-5-(3-fluoro-4-((6-methylpyridin-2-yl)oxy)phenyl)-7,8-dihydro-6H-imidazo[1',2':1,5]pyrrolo[2,3-d]pyrimidin-4-amine N1CC(C1)CN1CCN2C1=C(C1=C2N=CN=C1N)C1=CC(=C(C=C1)OC1=NC(=CC=C1)C)F